2-amino-1-(2-amino-4-chloro-5-methylphenyl)ethane-1-one hydrochloride Cl.NCC(=O)C1=C(C=C(C(=C1)C)Cl)N